C(C)(C)C1=NC=C(C(=C1)OC=1C(=NC(=NC1)N)N)C(C)C 5-((2,5-diisopropylpyridin-4-yl)oxy)pyrimidine-2,4-diamine